propionitrile monosodium salt [Na].C(CC)#N